C[C@@H]1COCCN1C1=NC2=C(N=CC=C2C(=C1)O)C1=NN(C=C1)C1OCCCC1 2-((R)-3-methylmorpholino)-8-(1-(tetrahydro-2H-pyran-2-yl)-1H-pyrazol-3-yl)-1,7-naphthyridin-4-ol